5-((5-fluoro-4-(4-fluoro-1-isopropyl-2-methyl-1H-benzo[d]imidazol-6-yl)pyrimidin-2-yl)amino)-N-hydroxypicolinamide hydrochloride salt Cl.FC=1C(=NC(=NC1)NC=1C=CC(=NC1)C(=O)NO)C=1C=C(C2=C(N(C(=N2)C)C(C)C)C1)F